2-((3aR,5r,6aS)-5-(3,5-difluorophenoxy)hexahydrocyclopenta[c]pyrrol-2(1H)-yl)-1-(5-hydroxypyridin-2-yl)ethanone FC=1C=C(OC2C[C@@H]3[C@@H](CN(C3)CC(=O)C3=NC=C(C=C3)O)C2)C=C(C1)F